N,N-ditetradecylaniline tetrakis(pentafluorophenyl)borate FC1=C(C(=C(C(=C1[B-](C1=C(C(=C(C(=C1F)F)F)F)F)(C1=C(C(=C(C(=C1F)F)F)F)F)C1=C(C(=C(C(=C1F)F)F)F)F)F)F)F)F.C(CCCCCCCCCCCCC)N(C1=CC=CC=C1)CCCCCCCCCCCCCC